8-(4-chloro-2-fluorophenyl)-2,3-dimethyl-6-[(2R)-2-(1-methylpyrazol-4-yl)morpholin-4-yl]pyrimido[5,4-d]pyrimidin-4-one ClC1=CC(=C(C=C1)C1=NC(=NC2=C1N=C(N(C2=O)C)C)N2C[C@H](OCC2)C=2C=NN(C2)C)F